CN1CCN(CC1)C1=CCC2=CCOC(C2=C1)O 7-(4-methylpiperazin-1-yl)-1,5-dihydro-isochromenol